[N+](=O)([O-])C=1C=C(C=CC1NCC1CN(C1)C1COC1)S(=O)(=O)NC(C1=CC=CC=C1)=O N-((3-nitro-4-(((1-(oxetan-3-yl)azetidin-3-yl)methyl)amino)phenyl)sulfonyl)benzamide